2'-(difluoromethyl)-5'-methoxy-N-(5-(2-methoxy-6-(trifluoromethyl)nicotinoyl)-5,6-dihydro-4H-pyrrolo[3,4-d]thiazol-2-yl)-6-methyl-[4,4'-bipyridine]-3-carboxamide FC(C1=NC=C(C(=C1)C1=C(C=NC(=C1)C)C(=O)NC=1SC2=C(N1)CN(C2)C(C2=C(N=C(C=C2)C(F)(F)F)OC)=O)OC)F